(4-Acryloylpiperazin-1-yl)-7-(6-amino-2,3,4-trifluorophenyl)-6-chloro-1-(2-isopropyl-4-methylpyridin-3-yl)-2-oxo-1,2-dihydro-1,8-naphthyridine-3-carbonitrile C(C=C)(=O)N1CCN(CC1)C1=C(C(N(C2=NC(=C(C=C12)Cl)C1=C(C(=C(C=C1N)F)F)F)C=1C(=NC=CC1C)C(C)C)=O)C#N